(R)-N-(4,4-difluoro-1-methylpyrrolidin-3-yl)-6-fluoro-5-(1-(2-fluoroethyl)-1H-benzo[d][1,2,3]triazol-6-yl)-4-(methoxy-d3)pyrrolo[2,1-f][1,2,4]triazin-2-amine FC1([C@@H](CN(C1)C)NC1=NN2C(C(=N1)OC([2H])([2H])[2H])=C(C(=C2)F)C=2C=CC1=C(N(N=N1)CCF)C2)F